FC=1C=C(C=C(C1)F)C=1C=C2C(=NC1)N(CN2CC=2C=NC=CC2)C 6-(3,5-Difluorophenyl)-3-methyl-1-(3-pyridylmethyl)imidazo[4,5-b]pyridin